(Z)-caproic acid C(CCCCC)(=O)O